N-[2-(5-chloro-1,3-benzoxazol-2-yl)-2-azaspiro[3.3]heptan-6-yl]-5-[(R)-methylsulfonimidoyl]furan-2-carboxamide ClC=1C=CC2=C(N=C(O2)N2CC3(C2)CC(C3)NC(=O)C=3OC(=CC3)[S@@](=O)(=N)C)C1